(2E)-hexenol C(=C\CCCC)/O